4-(aminomethyl)-6-bromoquinolin-2(1H)-one NCC1=CC(NC2=CC=C(C=C12)Br)=O